ClC=1N=C(C2=C(N1)NC=C2Cl)N[C@@H]2CC[C@@H](N(C2)C(=O)OCC2=CC=CC=C2)C Benzyl (2S,5R)-5-((2,5-dichloro-7H-pyrrolo[2,3-d]pyrimidin-4-yl) amino)-2-methylpiperidine-1-carboxylate